FC1=C(C=CC=C1)[S@@](=O)(C)=NC1=CC(=NC2=C(N=CC=C12)C1=CC=NN1)N1[C@@H](COCC1)C 4-{[(S)-(2-fluorophenyl)(methyl)oxido-λ6-sulfanylidene]amino}-2-[(3R)-3-methylmorpholin-4-yl]-8-(1H-pyrazol-5-yl)-1,7-naphthyridine